tert-Butyl (S)-2-((3-((1-(7-(2H-1,2,3-triazol-2-yl)quinolin-5-yl)cyclopropyl)carbamoyl)-4-methylphenoxy)methyl)azetidine-1-carboxylate N=1N(N=CC1)C1=CC(=C2C=CC=NC2=C1)C1(CC1)NC(=O)C=1C=C(OC[C@H]2N(CC2)C(=O)OC(C)(C)C)C=CC1C